C1CCC23CC(=CC=C12)C=C3 dihydro-1H-cyclopenta[de]indene